N1=C(C=CC=C1)C1NC2=CC=CC=C2C(N1)=O 2-(2-pyridyl)-2,3-dihydroquinazolin-4(1H)-one